N-tert-Butylsulfonyl-6-[4-[[2-[2-(3-hydroxyphenyl)ethynyl]phenyl]methyl]piperazin-1-yl]pyridazine-3-carboxamide C(C)(C)(C)S(=O)(=O)NC(=O)C=1N=NC(=CC1)N1CCN(CC1)CC1=C(C=CC=C1)C#CC1=CC(=CC=C1)O